FC1=C(SC(=C1)C(C)(C)O)[S@](=O)(N)=NC(NC1=C2C(=NC(=C1C)C(F)(F)F)CCC2)=O (S)-3-Fluoro-5-(2-hydroxypropan-2-yl)-N'-((3-methyl-2-(trifluoromethyl)-6,7-dihydro-5H-cyclopenta[b]pyridin-4-yl)carbamoyl)thiophene-2-sulfonimidamide